Ethane-1-sulfonyl chloride C(C)S(=O)(=O)Cl